S(=O)(=O)([O-])[O-].C(CCCCCCCCCCCCCCCCCCCCC)[NH3+].C(CCCCCCCCCCCCCCCCCCCCC)[NH3+] behenyl-ammonium sulfate